COC=1C=NC=C(C1)C=1N=NNN1 3-methoxy-5-(2H-tetrazol-5-yl)pyridine